C(C=C)(=O)NC1=CC=C(C=C1)C1=C(C=2C(=NC=C(C2N1)C#N)N)C1=CC(=C(C(=O)NC2CC2)C=C1)OC 4-(2-(4-acrylamidophenyl)-4-amino-7-cyano-1H-pyrrolo[3,2-c]pyridin-3-yl)-N-cyclopropyl-2-methoxybenzamide